tert-butylcopper sulfide C(C)(C)(C)[Cu]=S